C(P(=O)(O)O)(P(=O)(O)O)(Cl)Cl The molecule is an organochlorine compound that is methylene chloride in which both hydrogens are replaced by phosphonic acid groups. It inhibits bone resorption and soft tissue calcification, and is used (often as the disodium salt tetrahydrate) as an adjunct in the treatment of severe hypercalcaemia associated with malignancy, and in the management of osteolytic lesions and bone pain associated with skeletal metastases. It has a role as a bone density conservation agent and an antineoplastic agent. It is an organochlorine compound, a one-carbon compound and a 1,1-bis(phosphonic acid). It is a conjugate acid of a clondronate(2-).